O[C@@]1(CC[C@@]2([C@H]3CC[C@@]4([C@H](CC[C@H]4[C@@H]3[C@@H](C[C@@H]2C1)O)[C@@H](CCC(=O)O)C)C)C)CCC1=CC=CC=C1 (4R)-4-[(3R,5R,7R,8R,9S,10S,13R,14S,17R)-3,7-dihydroxy-10,13-dimethyl-3-(2-phenylethyl)-1,2,4,5,6,7,8,9,11,12,14,15,16,17-tetradecahydrocyclopenta[a]phenanthren-17-yl]pentanoic acid